2-(4-(benzyloxy)-2-fluoro-5-methoxyphenyl)-4,4,5,5-tetramethyl-1,3,2-dioxaborolane C(C1=CC=CC=C1)OC1=CC(=C(C=C1OC)B1OC(C(O1)(C)C)(C)C)F